C(#N)C=1C=NN2C1C(=CC(=C2)C=2N=NN(C2C)C2CCN(CC2)C(=O)OC(C)(C)C)OC(CF)C2=NC=C(C=C2)F tert-Butyl 4-[4-[3-cyano-4-[2-fluoro-1-(5-fluoro-2-pyridyl)ethoxy]pyrazolo[1,5-a]pyridin-6-yl]-5-methyl-triazol-1-yl]piperidine-1-carboxylate